FC1=CC=CC(=N1)OC=1C=CC=2C3=C(N(C2C1)C)C(N(N=C3)CC3=NN(C=C3)C3OCCCC3)=O 7-((6-fluoropyridin-2-yl)oxy)-5-methyl-3-((1-(tetrahydro-2H-pyran-2-yl)-1H-pyrazol-3-yl)methyl)-3,5-dihydro-4H-pyridazino[4,5-b]indol-4-one